O1C(CCCC1)OCC=1C=C(C=O)C=CC1 3-((tetrahydro-2H-pyran-2-yloxy)methyl)benzaldehyde